C1(CC1)OC=1C=C2CCN(CC2=CC1[N+](=O)[O-])C 6-Cyclopropoxy-2-methyl-7-nitro-1,2,3,4-tetrahydroisoquinoline